2,2-dichloro-3-(3,4-dichloro-5-fluorophenyl)cyclopropane-1-carbonyl chloride ClC1(C(C1C1=CC(=C(C(=C1)F)Cl)Cl)C(=O)Cl)Cl